2-methyl-2,7-naphthyridin-1(2H)-one CN1C(C2=CN=CC=C2C=C1)=O